CN1C(=NN=C1)CC1(COC1)C=1C=C(C=CC1)NC(=O)C1=C2C(=NN1)CCCO2 N-(3-(3-((4-Methyl-4H-1,2,4-triazol-3-yl)methyl)oxetan-3-yl)phenyl)-2,5,6,7-tetrahydropyrano[3,2-c]pyrazole-3-carboxamide